tert-Butyl 5-{(3S)-3-[(tert-butoxycarbonyl)amino]piperidin-1-yl}-6-nitro-3,4-dihydro-1,8-naphthyridine-1(2H)-carboxylate C(C)(C)(C)OC(=O)N[C@@H]1CN(CCC1)C1=C2CCCN(C2=NC=C1[N+](=O)[O-])C(=O)OC(C)(C)C